[Si](C)(C)(C(C)(C)C)OCCCOCCO 2-(3-((tert-butyldimethylsilyl)oxy)propoxy)ethanol